1,3-dimethyl 2-[5-(1,3-dioxolan-2-yl)-2-methyl-6-(methylsulfanyl)pyrimidin-4-yl]propanedioate O1C(OCC1)C=1C(=NC(=NC1SC)C)C(C(=O)OC)C(=O)OC